3-[6-({4-[2-amino-6-(m-cyanophenyl)-4-pyrimidinyl]-1H-1,2,3-triazol-1-yl}methyl)-2-pyridinyl]butanoic acid NC1=NC(=CC(=N1)C=1N=NN(C1)CC1=CC=CC(=N1)C(CC(=O)O)C)C1=CC(=CC=C1)C#N